Rac-Tert-butyl (2S,5R)-2-[4-(tert-butoxycarbonylamino)phenyl]-5-methyl-piperidine-1-carboxylate C(C)(C)(C)OC(=O)NC1=CC=C(C=C1)[C@H]1N(C[C@@H](CC1)C)C(=O)OC(C)(C)C |r|